N1=CC2(C3=CC=CC(=C13)C#N)CCCC2 spiro[cyclopentane-1,3'-indole]-7'-carbonitrile